BrC1=C2C(=C[N+](=C1)[O-])NN=C2 4-Bromo-1H-pyrazolo[3,4-c]pyridine 6-oxide